BrC=1C=C(C=C(C1)F)C1(CC1)CNC([O-])=O [1-(3-bromo-5-fluorophenyl)cyclopropyl methyl]carbamate